5-(4-(1H-pyrazol-1-yl)benzyl)-N-((1S,2S)-2-hydroxycycloheptyl)-4-oxo-4,5-dihydrofuro[3,2-c]pyridine-7-carboxamide N1(N=CC=C1)C1=CC=C(CN2C(C3=C(C(=C2)C(=O)N[C@@H]2[C@H](CCCCC2)O)OC=C3)=O)C=C1